(1R,3S,5R)-2-(2-(4-chloro-1H-pyrrolo[3,2-c]pyridin-1-yl)acetyl)-N-(3-chloro-2-fluorophenylmethyl)-2-azabicyclo[3.1.0]hexane-3-carboxamide ClC1=NC=CC2=C1C=CN2CC(=O)N2[C@@H]1C[C@@H]1C[C@H]2C(=O)NCC2=C(C(=CC=C2)Cl)F